1,1,1-trideuterio-2-(trideuteriomethyl)hex-5-yn-2-ol [2H]C(C(CCC#C)(O)C([2H])([2H])[2H])([2H])[2H]